[Cl-].CN(P(O)(=O)N(C)C)C phosphoric acid bis(dimethylamide) chloride